The molecule is an organic cation obtained by protonation of the tertiary amino function of eliglustat. It is an ammonium ion derivative and an organic cation. It is a conjugate acid of an eliglustat. CCCCCCCC(=O)N[C@H](C[NH+]1CCCC1)[C@@H](C2=CC3=C(C=C2)OCCO3)O